C(=C)C(C(=O)[O-])CC(=O)[O-] vinylsuccinate